FC1=C(C(=CC(=C1)C1=NC=CC(=N1)OCCC(C)C)F)N1CCC(CC1)CC(=O)OCC ethyl (1-{2,6-difluoro-4-[4-(3-methyl-butoxy)-pyrimidin-2-yl]-phenyl}-piperidin-4-yl)-acetate